2-(cyclopropanesulfonamido)-N-(5-(6-(trifluoromethyl)pyrazin-2-yl)pyridin-2-yl)-5,6-dihydro-4H-cyclopenta[d]thiazole-4-carboxamide C1(CC1)S(=O)(=O)NC=1SC2=C(N1)C(CC2)C(=O)NC2=NC=C(C=C2)C2=NC(=CN=C2)C(F)(F)F